(S)-2-[4-bromo-2-(3-methyl-5-isoxazolyl)phenoxy]propionic acid BrC1=CC(=C(O[C@H](C(=O)O)C)C=C1)C1=CC(=NO1)C